S(=O)(=O)([O-])[O-].[Mo+4].S(=O)(=O)([O-])[O-] Molybdenum Sulfate Salt